1-[5-tert-butyl-2-(6-methyl-3-pyridyl)pyrazol-3-yl]-3-[2-methylsulfanyl-4-[(3-oxo-4H-pyrido[3,2-b][1,4]oxazin-8-yl)oxy]phenyl]urea C(C)(C)(C)C=1C=C(N(N1)C=1C=NC(=CC1)C)NC(=O)NC1=C(C=C(C=C1)OC1=CC=NC2=C1OCC(N2)=O)SC